methyl 2-(1H-pyrazol-4-yl)isonicotinate N1N=CC(=C1)C=1C=C(C(=O)OC)C=CN1